C1(CCCC1)C1=C(C(=NC(=C1)C=1C=NC=NC1)N)N cyclopentyl-6-pyrimidin-5-ylpyridine-2,3-diamine